C(C1=CC=CC=C1)C1(CNCCC1)C(=O)OCC ethyl 3-benzylpiperidine-3-carboxylate